N1(CCC1)C1=C(C=CC(=N1)C(=O)N[C@H](C)CCO)OC1=CC=C(C=C1)C(F)(F)F 6-(Azetidin-1-yl)-N-[(2R)-4-hydroxybutan-2-yl]-5-[4-(trifluoromethyl)phenoxy]pyridine-2-carboxamide